(19z,22z)-N,N-dimethyloctacosan-19,22-dien-7-amine CN(C(CCCCCC)CCCCCCCCCCC\C=C/C\C=C/CCCCC)C